O\N=C(/C(=O)NN1C(=CC2=CC=CC=C12)C)\C (Z)-2-hydroxyimino-N-(2-methylindol-1-yl)propanamide